cetyl-propyl-morpholinium ethylsulfate C(C)OS(=O)(=O)[O-].C(CCCCCCCCCCCCCCC)[N+]1(CCOCC1)CCC